2,6-difluoro-4-((6-(pent-1-yn-1-yl)-7,8-dihydronaphthalen-2-yl)ethynyl)aniline FC1=C(N)C(=CC(=C1)C#CC1=CC=2CCC(=CC2C=C1)C#CCCC)F